2-(6-fluoro-1,2,3,4-tetrahydronaphthalen-1-yl)-N-(2-oxo-1,2-dihydropyridin-4-yl)-4-(trifluoromethyl)benzamide FC=1C=C2CCCC(C2=CC1)C1=C(C(=O)NC2=CC(NC=C2)=O)C=CC(=C1)C(F)(F)F